COC(C1=C(C(=C(C=C1F)F)N)F)=O.CN(C)N1CCCCC1 (dimethylamino)piperidin methyl-3-amino-2,4,6-trifluorobenzoate